4-methoxy-2-morpholinophenyl-acrylamide COC1=CC(=C(C=C1)C(C(=O)N)=C)N1CCOCC1